4-methoxy-3-(N-(2-(5-methylthiophen-2-yl)-5-(trifluoromethyl)phenyl)sulfamoyl)benzoic Acid COC1=C(C=C(C(=O)O)C=C1)S(NC1=C(C=CC(=C1)C(F)(F)F)C=1SC(=CC1)C)(=O)=O